O[C@H](C)C1=NC=2C(=C3C(=NC2)N(C=C3)S(=O)(=O)C3=CC=CC=C3)N1[C@H]1CN(CC1)C(=O)NCC(F)(F)F (R)-3-(2-((R)-1-hydroxyethyl)-6-(benzenesulfonyl)imidazo[4,5-d]Pyrrolo[2,3-b]Pyridin-1(6H)-yl)-N-(2,2,2-trifluoroethyl)pyrrolidine-1-carboxamide